benzoquinolyl sulfide N1=C(C=CC2=CC=C3C(=C12)C=CC=C3)SC3=NC1=C2C(=CC=C1C=C3)C=CC=C2